Tert-butyl 3-(5-{2-[ethyl(isopropyl)carbamoyl]-4-fluorophenyl}imidazo[1,5-a]pyridin-7-yl)pyrrolidine-1-carboxylate C(C)N(C(=O)C1=C(C=CC(=C1)F)C1=CC(=CC=2N1C=NC2)C2CN(CC2)C(=O)OC(C)(C)C)C(C)C